C1CC1CCC(C2=CC(=C(C=C2)F)NC(=O)C3=CC(=NN3C4=CC=CC(=C4)CN)C(F)(F)F)(C5=CN=CC=C5)N (+)-N-(5-(1-amino-3-cyclopropyl-1-(pyridin-3-yl)propyl)-2-fluorophenyl)-1-(3-(aminomethyl)phenyl)-3-(trifluoromethyl)-1H-pyrazole-5-carboxamide